ClCC(=O)N1CCN(CCC1)CC 2-chloro-1-(4-ethyl-1,4-diazepan-1-yl)ethan-1-one